3-butyrylamino-2-(butyryloxy)benzoic acid C(CCC)(=O)NC=1C(=C(C(=O)O)C=CC1)OC(CCC)=O